C(C)(C)(C)S(=O)(=O)C1CCC2=CC=C(C=C12)[N+](=O)[O-] 6-Nitroindan-1-yl (tert-butyl) sulfone